3-((4-butoxyphenyl)sulfonyl)-6-(methylthio)-4-(4-(2-(pyrrolidin-1-yl)ethyl)-1,4-diazepan-1-yl)quinoline C(CCC)OC1=CC=C(C=C1)S(=O)(=O)C=1C=NC2=CC=C(C=C2C1N1CCN(CCC1)CCN1CCCC1)SC